2-hydroxy-1-[4-(2-hydroxyethoxy)phenyl]-2-methylpropane-1-one OC(C(=O)C1=CC=C(C=C1)OCCO)(C)C